CC1(OB(C=2C1=NC(=CC2)NC2=NC=C(C(=N2)N[C@H](CO)C2=CC=CC=C2)C2=NC(=NO2)C)OCC(F)(F)F)C (S)-2-((2-((3,3-dimethyl-1-(2,2,2-trifluoroethoxy)-1,3-dihydro-[1,2]oxaborolo[4,3-b]pyridin-5-yl)amino)-5-(3-methyl-1,2,4-oxadiazol-5-yl)pyrimidin-4-yl)amino)-2-phenylethan-1-ol